CNC=1C(=CC(=CC1)N)NCC(F)(F)F N1-methyl-N2-(2,2,2-trifluoroethyl)benzene-1,2,4-triamine